O1CC12CCCCC2 1-oxaspiro[2.5]octane